1-[7-[4-[3-Chloro-2-fluoro-4-[(1-fluorocyclopropyl)methoxy]anilino]pyrido[3,2-d]pyrimidin-6-yl]-4,7-diazaspiro[2.5]octan-4-yl]prop-2-en-1-one ClC=1C(=C(NC=2C3=C(N=CN2)C=CC(=N3)N3CCN(C2(CC2)C3)C(C=C)=O)C=CC1OCC1(CC1)F)F